P(=O)(OC(CCCCCC)C)(OC(CCCCCC)C)[O-].[Nd+3].CC(CCCCCC)OP(=O)(OC(CCCCCC)C)[O-].CC(CCCCCC)OP(=O)(OC(CCCCCC)C)[O-] neodymium bis(1-methylheptyl) phosphate